methyl 3-amino-6,7-dibromo-2-naphthoate NC=1C(=CC2=CC(=C(C=C2C1)Br)Br)C(=O)OC